C1(CC1)[C@@H](N1C(C2=C(C=CC=C2C1)C1=CC=C(C=C1)C=1OC(=NN1)C)=O)C1(COC1)O |o1:3| (R or S)-2-(cyclopropyl(3-hydroxyoxetan-3-yl)methyl)-7-(4-(5-methyl-1,3,4-oxadiazol-2-yl)phenyl)isoindolin-1-one